Trichloro(t-amylimino)vanadium (V) Cl[V](=NC(C)(C)CC)(Cl)Cl